1-(N,N-dimethylaminopropyl)imidazole CN(C)CCCN1C=NC=C1